(2-(5-(tert-butoxycarbonyl)-3-((2-(trimethylsilyl)ethoxy)methyl)-4,5,6,7-Tetrahydro-3H-imidazo[4,5-c]pyridin-2-yl)pyridin-4-yl)boronic acid C(C)(C)(C)OC(=O)N1CC2=C(CC1)N=C(N2COCC[Si](C)(C)C)C2=NC=CC(=C2)B(O)O